C=C(C)C1=NC(=NC=C1N)C(F)(F)F 4-(prop-1-en-2-yl)-2-(trifluoromethyl)pyrimidin-5-amine